L-aspartic acid dipentyl ester C(CCCC)OC([C@@H](N)CC(=O)OCCCCC)=O